C(CCC)[Sn](C1=CC=C(C=N1)CC#N)(CCCC)CCCC 2-(6-(tributylstannyl)pyridin-3-yl)acetonitrile